phenyl-[2,4,6-tris(1-methylethyl)phenyl]iodonium p-toluenesulfonate CC1=CC=C(C=C1)S(=O)(=O)[O-].C1(=CC=CC=C1)[I+]C1=C(C=C(C=C1C(C)C)C(C)C)C(C)C